C(#N)C[C@@H]1N(CCN(C1)C1=NC(=NC=2C=C(CCC12)OS(=O)(=O)C(F)(F)F)OC[C@H]1N(CCC1)C)C(=O)OCC1=CC=CC=C1 Benzyl (S)-2-(cyanomethyl)-4-(2-(((S)-1-methylpyrrolidin-2-yl)methoxy)-7-(((trifluoromethyl)sulfonyl)oxy)-5,6-dihydroquinazolin-4-yl)piperazine-1-carboxylate